C1=CC=CC=2C3=CC=CC=C3C(C12)COC(=O)N[C@H](C(=O)O)CC1=CC=C(C=C1)CN (S)-2-((((9H-fluoren-9-yl)methoxy)carbonyl)amino)-3-(4-(aminomethyl)phenyl)propanoic acid